N-(4-(cyclohexyloxy)-3-fluorophenyl)-2-(pyrrolidin-1-yl)-5-(2,2,2-trifluoroethyl)oxazole-4-carboxamide C1(CCCCC1)OC1=C(C=C(C=C1)NC(=O)C=1N=C(OC1CC(F)(F)F)N1CCCC1)F